BrCC\C=C/CCCCCCCC(OC)OC (3Z)-1-bromo-12,12-dimethoxy-3-dodecene